3-((6-(4-methoxy-5H-pyrrolo[3,2-d]pyrimidin-5-yl)-2-methyl-1H-imidazo[4,5-b]pyridin-1-yl)methyl)-N-methylbenzamide COC=1C2=C(N=CN1)C=CN2C=2C=C1C(=NC2)N=C(N1CC=1C=C(C(=O)NC)C=CC1)C